2,3-Dibromo-6-methyl-5-((2,2,2-trifluoroethoxy)methyl)pyridine BrC1=NC(=C(C=C1Br)COCC(F)(F)F)C